BrC1=C(N=C(S1)C=1C=NC(=CC1)N1CCCC1)C 5-bromo-4-methyl-2-(6-(pyrrolidin-1-yl)pyridin-3-yl)thiazole